C(#N)C1=CC2=C(CN(C[C@H]2C2=C(C=CC=C2)C=2C(=NN(C2)CC)C(F)(F)F)C(/C=C/C(C(C)C)NC(OC(C)(C)C)=O)=O)S1 tert-butyl (E)-6-((S)-2-cyano-4-(2-(1-ethyl-3-(trifluoromethyl)-1H-pyrazol-4-yl)phenyl)-4,5-dihydrothieno[2,3-c]pyridin-6(7H)-yl)-2-methyl-6-oxohex-4-en-3-ylcarbamate